BrCC=1C(=NC(=C(C1)F)Cl)C(=O)OC Methyl 3-(bromomethyl)-6-chloro-5-fluoropicolinate